ClC=1C=CC(=NC1)COC1=NN(C=C1)C1CCN(CC1)C(=O)OC(C)(C)C tert-butyl 4-[3-[(5-chloro-2-pyridyl)methoxy]pyrazol-1-yl]piperidine-1-carboxylate